ethyl 4-(7-(benzyloxy)-6-methoxyquinazolin-4-yl)benzoate C(C1=CC=CC=C1)OC1=C(C=C2C(=NC=NC2=C1)C1=CC=C(C(=O)OCC)C=C1)OC